N(=C=O)C1=CC=CC=2CC(OC21)(C)C 7-isocyanato-2,2-dimethyl-2,3-dihydrobenzofuran